tert-butyl 3-(4-(1-hydroxyethyl)pyridin-2-yl)pyrrolidine-1-carboxylate OC(C)C1=CC(=NC=C1)C1CN(CC1)C(=O)OC(C)(C)C